(4-((6-amino-5-cyanopyrimidin-4-yl)oxy)-2-fluorophenyl)-3-(3-(tert-butyl)-1-(4-(methylthio)phenyl)-1H-pyrazol-5-yl)urea NC1=C(C(=NC=N1)OC1=CC(=C(C=C1)NC(=O)NC1=CC(=NN1C1=CC=C(C=C1)SC)C(C)(C)C)F)C#N